C(C)(=O)O[C@@H]1CCC2=CC=CC=C12 |r| racemic-2,3-dihydro-1H-inden-1-yl acetate